C(CCCCC)OC1=CC=C(C=C1)N(C=1SC=CC1)C1=CC=C(C=C1)OCCCCCC 2-(bis(4-(hexyloxy)phenyl)amino)thiophene